COCC1=CC=CO1 FURFURYL METHYL ETHER